CC1SCC(N1C(=O)OCC=C)C(=O)OC(C)Cl 3-Allyl 4-(1-chloroethyl) 2-methylthiazolidine-3,4-dicarboxylate